OC(C)(CC)C=1NC(C=2SC(=C3OCCCC1C23)C=2C=NNC2)=O 5-(2-hydroxybut-2-yl)-1-(1H-pyrazol-4-yl)-4,6,7,8-tetrahydro-3H-9-oxa-2-thia-4-azabenzo[cd]azulen-3-one